BrCC1=C(C(=C(C(=C1C)C)CBr)C)C 1,4-dibromomethyl-2,3,5,6-tetramethyl-benzene